O1CC(C1)CNS(O)(=O)=O N-(oxetane-3-ylmethyl)sulfamic acid